FC(C(=O)O)(C(F)(F)F)OC(C(C(F)(F)F)(F)F)(F)F 2,3,3,3-tetrafluoro-2-(heptafluoropropoxy)propanoic acid